(1-(2-(hydroxymethyl)-2-methyl-5-nitro-2,3-dihydrobenzofuran-6-yl)piperidin-4-yl)methanol OCC1(OC2=C(C1)C=C(C(=C2)N2CCC(CC2)CO)[N+](=O)[O-])C